(S)-2-((4-(6-(imidazo[1,5-a]pyridin-7-ylmethoxy)pyridin-2-yl)piperidin-1-yl)methanyl)-1-(oxetan-2-ylmethyl)-1H-benzo[d]imidazole-6-carboxylate C=1N=CN2C1C=C(C=C2)COC2=CC=CC(=N2)C2CCN(CC2)CC2=NC1=C(N2C[C@H]2OCC2)C=C(C=C1)C(=O)[O-]